ClC=1C=NC(=NC1)N1CCC(CC1)CCCOC1=CC(=C(C=C1)CC(=O)N1C[C@@H](CC1)CNC[C@@H]([C@H]([C@@H]([C@@H](CO)O)O)O)O)F 2-[4-[3-[1-(5-chloropyrimidin-2-yl)-4-piperidyl]propoxy]-2-fluoro-phenyl]-1-[(3S)-3-[[[(2S,3R,4R,5R)-2,3,4,5,6-pentahydroxyhexyl]amino]methyl]-pyrrolidin-1-yl]ethanone